P(=O)(OCCCCCCCCC)(OCCCCCCN1CCN(CC1)C(CCCCC)CCCCC)O nonyl (6-(4-(undecan-6-yl)piperazin-1-yl)hexyl) hydrogen phosphate